C1=CC=C(C=2OC3=C(C21)C=CC=C3)C3=CC=C(C=C3)NC3=CC=C(C=C3)C3=CC=CC=C3 N-[4-(4-dibenzofuranyl)phenyl]-[1,1'-biphenyl]-4-amine